C1(=CC=CC=C1)C=1N=C(SC1)N1CCNCC1 4-phenyl-2-(piperazine-1-yl)thiazole